C1CCCC2CCC3C4CCC5CCCCC5C4C=CC3=C21 octadecahydropicene